2-(2,6-dioxopiperidin-3-yl)-4-(4-((4-isopropylpiperidin-1-yl)methyl)-3-methylbenzylamino)isoindoline-1,3-dione O=C1NC(CCC1N1C(C2=CC=CC(=C2C1=O)NCC1=CC(=C(C=C1)CN1CCC(CC1)C(C)C)C)=O)=O